2-{trans-4-[4-methyl-5-({[4-(trifluoromethyl)pyridin-2-yl]oxy}methyl)-4H-1,2,4-triazol-3-yl]cyclohexyl}prop-2-enal CN1C(=NN=C1COC1=NC=CC(=C1)C(F)(F)F)[C@@H]1CC[C@H](CC1)C(C=O)=C